FC(C=1C=C(C=NC1)N1CCNCC1)(F)F 1-[5-(trifluoromethyl)pyridin-3-yl]piperazine